(2RS,4ASR,9BRS)-2,4-dimethyl-4,4a,5,9b-tetrahydroindeno[1,2-d][1,3]dioxazine CN1OC([C@H]2[C@@H](O1)C1=CC=CC=C1C2)C |r|